N-(1-benzylpiperidin-4-yl)-2-chloropyridin-3-amine C(C1=CC=CC=C1)N1CCC(CC1)NC=1C(=NC=CC1)Cl